((R)-3-(4-fluorophenyl)pyrrolidin-1-yl)(4-(2-methoxy-3-(thiazol-4-yl)propoxy)phenyl)methanone FC1=CC=C(C=C1)[C@@H]1CN(CC1)C(=O)C1=CC=C(C=C1)OCC(CC=1N=CSC1)OC